ClC1=CC=2C(C3=CC=CC(=C3C2C=C1)C1=CC=CC=C1)=O 2-chloro-5-phenyl-9H-fluoren-9-one